propyl-methyldichlorosilane C(CC)[Si](Cl)(Cl)C